FC(C1=CC=C(C=C1)C1=NC2=CC=CC=C2C(=N1)N1CC(CC1)NC(C=C)=O)(F)F N-(1-{2-[4-(trifluoromethyl)phenyl]-4-quinazolinyl}-3-pyrrolidinyl)acrylamide